4-((2-chloroquinazolin-4-yl)amino)-N,N-dimethylbenzenesulfonamide ClC1=NC2=CC=CC=C2C(=N1)NC1=CC=C(C=C1)S(=O)(=O)N(C)C